N-(2-((1R,4R)-2-oxa-5-azabicyclo[2.2.1]heptane-5-yl)-5-((6-((R)-3-(2,5-difluorophenyl)isoxazolidine-2-yl)pyrimidine-4-yl)amino)-4-methoxyphenyl)acrylamide [C@H]12OC[C@H](N(C1)C1=C(C=C(C(=C1)OC)NC1=NC=NC(=C1)N1OCC[C@@H]1C1=C(C=CC(=C1)F)F)NC(C=C)=O)C2